[4,4-diethyl-1-[[6-[[(1R,2R)-2-hydroxyindan-1-yl]carbamoyl]-2-pyridyl]methyl]-6-oxo-hexahydropyrimidin-2-ylidene]ammonium C(C)C1(NC(N(C(C1)=O)CC1=NC(=CC=C1)C(N[C@H]1[C@@H](CC2=CC=CC=C12)O)=O)=[NH2+])CC